aminopyrrolidineamide NC1N(CCC1)C(=O)N